C(CCC)PC1=C(C=CC=C1)C1=C(C=C(C=C1C(C)C)C(C)C)C(C)C butyl-[2-[2,4,6-tri(propan-2-yl)phenyl]phenyl]phosphine